O=C\1NC2=CC=CC=C2/C1=C/C1=CC=C(N1)C(=O)NC1=NN=C(N1)SCC1=C(C=CC=C1)OC(F)(F)F (Z)-5-((2-oxoindolin-3-ylidene)methyl)-N-(5-((2-(trifluoromethoxy)benzyl)thio)-4H-1,2,4-triazol-3-yl)-1H-pyrrole-2-carboxamide